Nickel cobalt manganese sulfide [S-2].[Mn+2].[Co+2].[Ni+2].[S-2].[S-2]